N1(CCCC1)C=1C=CN=NC1 5-pyrrolidin-1-ylpyridazine